FC=1C(=C(NC2=C(NC3=C2C(NCC3)=O)C3=C(C=NC=C3)OC[C@H]3N(CCC3)C)C=CC1)C 3-(3-fluoro-2-methylanilino)-2-(3-{[(2S)-1-methylpyrrolidin-2-yl]methoxy}pyridin-4-yl)-1,5,6,7-tetrahydro-4H-pyrrolo[3,2-c]pyridin-4-one